Cl.CN1N=C2C(=CC(=CC2=C1)NC(=O)N1CCC=2C1=NC=CC2N2C[C@@H](NCC2)C)C (S)-N-(2,7-dimethyl-2H-indazol-5-yl)-4-(3-methylpiperazin-1-yl)-2,3-dihydro-1H-pyrrolo[2,3-b]pyridine-1-carboxamide hydrochloride